FC1=C(N=CC2=C1N=C(N=C2N2C[C@@H](NCC2)CC#N)OC[C@]21CCCN1C[C@@H](C2)F)C=2C=CC=C1C=NN(C21)C 2-((S)-4-(8-Fluoro-2-(((2R,7aS)-2-fluorotetrahydro-1H-pyrrolizin-7a(5H)-yl)methoxy)-7-(1-methyl-1H-indazol-7-yl)pyrido[4,3-d]pyrimidin-4-yl)piperazin-2-yl)acetonitrile